carbazol-1-one C1(C=CC=C2C3=CC=CC=C3N=C12)=O